C1N(CCC2=CC=CC=C12)CC(CN1C(C2=CC=C(C=C2CC1)C(=O)N1CCN(CC1)C(=O)OC(C)(C)C)=O)O tert-butyl 4-(2-(3-(3,4-dihydroisoquinolin-2(1H)-yl)-2-hydroxypropyl)-1-oxo-1,2,3,4-tetrahydroisoquinoline-6-carbonyl)piperazine-1-carboxylate